(3S,4S)-4-amino-1-(5-(6-ethoxy-1H-pyrazolo[3',4':3,4]pyrazolo[1,5-a]pyridine-4-yl)pyridin-2-yl)piperidin-3-ol hydrochloride Cl.N[C@@H]1[C@H](CN(CC1)C1=NC=C(C=C1)C=1C=2N(C=C(C1)OCC)N=C1C2C=NN1)O